4-[(3R,4R)-3,4-bis[[1-hydroxy-4-(trifluoromethyl)-3H-2,1-benzoxaborole-6-carbonyl]amino]pyrrolidin-1-yl]-4-oxobutanoic acid OB1OCC2=C1C=C(C=C2C(F)(F)F)C(=O)N[C@@H]2CN(C[C@H]2NC(=O)C2=CC1=C(COB1O)C(=C2)C(F)(F)F)C(CCC(=O)O)=O